NC=1N=NC(=CC1C1=CC=C(C=C1)C1=NOC(=C1)C(C(=O)OCC)C(C)C)Cl ethyl 2-(3-(4-(3-amino-6-chloropyridazin-4-yl) phenyl) isoxazol-5-yl)-3-methylbutanoate